[1,3-bis(2,6-diisopropylphenyl)imidazol-2-yl](3-chloropyridine) C(C)(C)C1=C(C(=CC=C1)C(C)C)N1C(N(C=C1)C1=C(C=CC=C1C(C)C)C(C)C)C1=NC=CC=C1Cl